S1SC(C=C1)C(=O)[O-].C(CCCCCCC)[Sn+2]CCCCCCCC.S1SC(C=C1)C(=O)[O-] dioctyl-tin dithiolate